1-(2-((17-azido-3,6,9,12,15-pentaoxaheptadecyl)oxy)phenyl)ethan-1-one N(=[N+]=[N-])CCOCCOCCOCCOCCOCCOC1=C(C=CC=C1)C(C)=O